C(C)OC(=O)C=1C(=C2C(=NC1)NC=C2)NC2CCC(CC2)CS(NCC)(=O)=O.CC2(C(=C(C2)C2=C(C=CC=C2)NC(C)=O)C2=CC(=CC(=C2)Cl)Cl)C N-(2-(3,3-dimethyl-2-(3,5-dichlorophenyl)cyclobut-1-en-1-yl)phenyl)acetamide ethyl-4-(((1R,4R)-4-((N-ethylsulfamoyl)methyl)cyclohexyl)amino)-1H-pyrrolo[2,3-b]pyridine-5-carboxylate